1-[5-cyano-6-(2,2-difluoro-1,3-benzodioxol-5-yl)-2-methyl-pyridine-3-carbonyl]-N-ethyl-N-methyl-piperidine-4-sulfonamide C(#N)C=1C=C(C(=NC1C1=CC2=C(OC(O2)(F)F)C=C1)C)C(=O)N1CCC(CC1)S(=O)(=O)N(C)CC